C(C=C)(=O)NC=1C(=CC(=C(C1)NC1=CC(=NC=N1)N1OCC[C@@H]1C=1C=C(C=CC1)C1=CC(=CC=C1)C(=O)OC)OC)N1CCN(CC1)C Methyl (R)-3'-(2-(6-((5-acrylamido-2-methoxy-4-(4-methylpiperazin-1-yl)phenyl)amino)pyrimidine-4-yl)isooxazolidin-3-yl)-[1,1'-biphenyl]-3-carboxylate